[Pd](Cl)Cl.C(C)(C)(C)P(C(C)(C)C)C(C)(C)C.C(C)(C)(C)P(C(C)(C)C)C(C)(C)C bis(tri-t-butylphosphine) palladium dichloride